2-(5-cyclopropyl-4-(4-(2-oxopyridin-1(2H)-yl)phenyl)thiazol-2-ylamino)-5-(trifluoromethyl)nicotinic acid C1(CC1)C1=C(N=C(S1)NC1=C(C(=O)O)C=C(C=N1)C(F)(F)F)C1=CC=C(C=C1)N1C(C=CC=C1)=O